[Ni](Cl)Cl.C1(=CC=CC=C1)P(C1=CC=CC=C1)C1=CC=CC=C1.C1(=CC=CC=C1)P(C1=CC=CC=C1)C1=CC=CC=C1 bis(triphenylphosphine) nickel (ii) dichloride